methyl 2-{[(benzyloxy)carbonyl]amino}-4,4-difluorocyclopentane-1-carboxylate C(C1=CC=CC=C1)OC(=O)NC1C(CC(C1)(F)F)C(=O)OC